4-(2-amino-ethyl)phenol NCCC1=CC=C(C=C1)O